1-[(6-{3-azabicyclo[3.1.0]hex-3-yl}-2-oxopyridin-3-yl)methyl]-1H-pyrazole-4-carboxylic acid ethyl ester C(C)OC(=O)C=1C=NN(C1)CC=1C(NC(=CC1)N1CC2CC2C1)=O